NC1=CC(=C(C=C1)C(C(=O)OCC)(C(=O)OCC)C)Br diethyl 2-(4-amino-2-bromophenyl)-2-methylmalonate